O(C1=CC=CC=C1)CC1CCN(CC1)C(=O)N1C[C@@H]2[C@@H](OCC(N2)=O)CC1 |r| rac-(4aRS,8aS)-6-[4-(Phenoxymethyl)piperidine-1-carbonyl]-4,4a,5,7,8,8a-hexahydropyrido[4,3-b][1,4]oxazin-3-one